4-[(2R)-3-(3,4-dihydro-1H-isoquinolin-2-yl)-2-hydroxy-propyl]-2,2-dimethyl-8-(2-oxa-6-azaspiro[3.3]heptan-6-ylmethyl)-3H-1,4-benzoxazepin-5-one C1N(CCC2=CC=CC=C12)C[C@H](CN1CC(OC2=C(C1=O)C=CC(=C2)CN2CC1(COC1)C2)(C)C)O